9,10-di(naphthalene-2-yl)anthracene-2-yl-1,2-diphenyl-1H-benzo[d]imidazole C1=C(C=CC2=CC=CC=C12)C=1C2=CC=CC=C2C(=C2C=CC(=CC12)C1=CC=CC=2N(C(=NC21)C2=CC=CC=C2)C2=CC=CC=C2)C2=CC1=CC=CC=C1C=C2